tert-butyl (R)-3-(2-fluoro-4-iodo-N-(6-(pyridin-3-yl)isoquinolin-1-yl)benzamido)piperidine-1-carboxylate FC1=C(C(=O)N(C2=NC=CC3=CC(=CC=C23)C=2C=NC=CC2)[C@H]2CN(CCC2)C(=O)OC(C)(C)C)C=CC(=C1)I